[K+].FC(F)C(C(=O)[O-])S difluoromethyl-thioglycolic acid potassium salt